tert-butyl 3-(2-((5-carbamoyl-1H-imidazol-4-ylamino)methyl)-5-chlorophenyl)morpholine-4-carboxylate C(N)(=O)C1=C(N=CN1)NCC1=C(C=C(C=C1)Cl)C1N(CCOC1)C(=O)OC(C)(C)C